(2-methoxyphenyl)catechol COC1=C(C=CC=C1)C1=C(C(O)=CC=C1)O